iron-europium [Eu].[Fe]